((3-hydroxypropyl)azanediyl)bis(heptane-7,1-diyl) bis(4,4-bis(((Z)-oct-5-en-1-yl)oxy)butanoate) C(CCC\C=C/CC)OC(CCC(=O)OCCCCCCCN(CCCCCCCOC(CCC(OCCCC\C=C/CC)OCCCC\C=C/CC)=O)CCCO)OCCCC\C=C/CC